di-potassium hydrogen-phosphate P(=O)(O)([O-])[O-].[K+].[K+]